C(C=C)OCC(COCCOCCOCCN=[N+]=[N-])(COCCOCCOCCN=[N+]=[N-])C 11-((allyloxy)methyl)-1,21-diazido-11-methyl-3,6,9,13,16,19-hexaoxahenicosane